N-[(4S)-7-chloro-6-(2,6-difluorophenyl)-4-methyl-8-(trifluoromethyl)-4H-[1,2,4]triazolo[1,5-a][1,4]benzodiazepine-2-Yl]-1,1-dioxo-1,4-thiazinane-4-carboxamide ClC1=C(C=CC2=C1C(=N[C@H](C=1N2N=C(N1)NC(=O)N1CCS(CC1)(=O)=O)C)C1=C(C=CC=C1F)F)C(F)(F)F